FC=1C=C(COC=2C=C3N(C(N2)=O)C[C@@H]2N3CCC2)C=C(C1OC=1C=NN(C1)C)F (R)-3-((3,5-difluoro-4-((1-methyl-1H-pyrazol-4-yl)oxy)benzyl)oxy)-7,8,8a,9-tetrahydropyrrolo[1',2':3,4]imidazo[1,2-c]pyrimidin-1(6H)-one